PC1C(CCCC1)=O phosphino-cyclohexanone